P(=O)(OC[C@H]1O[C@H](C[C@@H]1OP(=O)(OCC(C)C)O)N1C(N=C(C=C1)N)=O)(OCC(C)C)O.[Co] cobalt ((2R,3S,5R)-5-(4-amino-2-oxopyrimidin-1(2H)-yl)-3-((hydroxy(isobutoxy)phosphoryl)oxy)tetrahydrofuran-2-yl)methyl isobutyl hydrogen phosphate